(3S)-1-[7-[2-fluoro-4-(trifluoromethyl)phenyl]sulfonyl-2,7-diazaspiro[3.5]nonane-2-carbonyl]pyrrolidine-3-carboxamide FC1=C(C=CC(=C1)C(F)(F)F)S(=O)(=O)N1CCC2(CN(C2)C(=O)N2C[C@H](CC2)C(=O)N)CC1